α-(allyloxymethyl)acrylic acid C(C=C)OCC(C(=O)O)=C